FC=1C=CC(=C(C1)C1CCN(CC1)[C@H]1CC2(CN(C2)C(=O)C2(CC2)F)CC1)C1(CCOCC1)O (R)-(6-(4-(5-fluoro-2-(4-hydroxytetrahydro-2H-pyran-4-yl)phenyl)piperidin-1-yl)-2-azaspiro[3.4]octan-2-yl)(1-fluorocyclopropyl)methanone